O[C@@H](CC(=O)[O-])C (R)-3-Hydroxybutanoate